3-(4-chlorobenzoyl)-4,5-dimethylthiophen-2-amine ClC1=CC=C(C(=O)C2=C(SC(=C2C)C)N)C=C1